ClC1=CC(=C(C=C1)COC1=NN(C=C1)C1CCN(CC1)CC=1N(C2=C(N1)C=CC(=C2)C(=O)OC)C[C@H]2OCC2)F methyl 2-[[4-[3-[(4-chloro-2-fluoro-phenyl)methoxy]pyrazol-1-yl]-1-piperidyl]methyl]-3-[[(2S)-oxetan-2-yl]methyl]benzimidazole-5-carboxylate